2-((2-(4-cyanophenyl)propyl)amino)-2-(3-fluorophenyl)-N-(5-(4-methyl-3-oxopiperazin-1-yl)pyridin-2-yl)acetamide C(#N)C1=CC=C(C=C1)C(CNC(C(=O)NC1=NC=C(C=C1)N1CC(N(CC1)C)=O)C1=CC(=CC=C1)F)C